ethyl 5-fluoro-1,2,3,6-tetrahydropyridine-4-carboxylate FC1=C(CCNC1)C(=O)OCC